C(=C)P(C1=CC=CC=C1)(C1=CC=CC=C1)=O Vinyl-diphenyl-phosphine oxide